COC/C=C/C1=CC=CC=C1 (E)-3-methoxy-1-phenyl-1-propene